CN1CC(CC1)OC1=NC2=CC=CC=C2C(=N1)N ((1-methylpyrrolidin-3-yl)oxy)quinazolin-4-amine